C(C)OC(=O)C1=C(N=C(S1)NC1=NC(=CC(=N1)C1=CC=C(C=C1)C(=O)O)N1CC(CCC1)CO)C 2-[4-(4-Carboxy-phenyl)-6-(3-hydroxymethyl-piperidin-1-yl)-pyrimidin-2-ylamino]-4-methylthiazole-5-carboxylic acid ethyl ester